NC1=C(C(=C(C(=C1)Br)SC1=CC(=NC=C1)C#N)F)F 4-((4-amino-6-bromo-2,3-difluorophenyl)thio)picolinonitrile